CC1=C(C(=O)P(OCCCC)(=O)C(C2=C(C=C(C=C2C)C)C)=O)C(=CC(=C1)C)C butyl bis(2,4,6-trimethylbenzoyl)phosphinate